2-(3-Methylcyclohex-2-en-1-yl)-5-propylbenzene-1,3-diol CC1=CC(CCC1)C1=C(C=C(C=C1O)CCC)O